(2S)-2-(tert-butoxycarbonylamino)-4,4-difluoro-butyric acid C(C)(C)(C)OC(=O)N[C@H](C(=O)O)CC(F)F